N1N=CC(=C1)CC=1C=C(CNCCCCOCCOC2=NC3=C(C4=CN=CC=C24)C=CC(=C3)C(=O)N)C=C(C1)OC(F)(F)F 5-(2-(4-((3-((1H-pyrazol-4-yl)methyl)-5-(trifluoromethoxy)benzyl)amino)butoxy)ethoxy)benzo[c][2,6]naphthyridine-8-carboxamide